OB1N(N=CC2=C1C(=C(C=C2)O)C)C(=O)OC methyl 1,7-dihydroxy-8-methylbenzo[d][1,2,3]diazaborinine-2(1H)-carboxylate